3,4-bis(2-ethylhexyl)thiophene C(C)C(CC1=CSC=C1CC(CCCC)CC)CCCC